(E)-N-(1-(2-(3-(hydroxyamino)-3-oxoprop-1-en-1-yl)phenyl)piperidin-4-yl)-1,8-naphthyridine-2-carboxamide ONC(/C=C/C1=C(C=CC=C1)N1CCC(CC1)NC(=O)C1=NC2=NC=CC=C2C=C1)=O